tert-butyl (rac)-4-cyano-1-(4-cyclobutylphenyl)-3-(2-methoxy-2-oxoethoxy)-1,4,6,7-tetrahydro-5H-pyrazolo[4,3-c]pyridine-5-carboxylate C(#N)[C@@H]1N(CCC2=C1C(=NN2C2=CC=C(C=C2)C2CCC2)OCC(=O)OC)C(=O)OC(C)(C)C |r|